1-amino-3,6,9,12,15,18-hexaoxoheneicosane NCCC(CCC(CCC(CCC(CCC(CCC(CCC)=O)=O)=O)=O)=O)=O